CC=1C(C(C(CC1)C)C)O 2,5,6-trimethyl-cyclohex-2-en-1-ol